C(C)(C)C1=C(NC2=CC=C(C=C12)C1CCN(CC1)C(CCNC)=O)C1=CC(=NC=C1)C 1-(4-(3-isopropyl-2-(2-methylpyridin-4-yl)-1H-indol-5-yl)piperidin-1-yl)-3-(methylamino)propan-1-one